1,5,7-triazabicyclo[4.4.0]dec-5-ene 2-(9-oxo-phenylfluorenone-2-yl)propanoate O=C1C2=CC=CC=C2C=2C=C(C(C(C12)=O)C(C(=O)O)C)C1=CC=CC=C1.N12CCCN=C2NCCC1